6-bromo-N-[(3S)-oxolan-3-yl]pyridazin-3-amine BrC1=CC=C(N=N1)N[C@@H]1COCC1